C1=C(C=CC2=CC=CC=C12)C=1C2=CC=CC=C2C(=C2C=CC(=CC12)C1=CC=C(C=C1)C1=NC2=C(N1C1=CC=CC=C1)C=CC=C2)C2=CC1=CC=CC=C1C=C2 2-(4-(9,10-di(naphthalen-2-yl)anthracene-2-yl)phenyl)-1-phenyl-1H-benzo[d]imidazole